COC1=C(CN2CCC(CC2)OC2CCN(CC2)C(=O)OC(C)(C)C)C(=CC(=C1)B1OC(C(O1)(C)C)(C)C)OC tert-butyl 4-((1-(2,6-dimethoxy-4-(4,4,5,5-tetramethyl-1,3,2-dioxaborolan-2-yl)benzyl)piperidin-4-yl)oxy)piperidine-1-carboxylate